ClC=1C(=CC(=C(C1)C1=C(C=C(C=C1)F)OCCO)F)C(=O)NC=1C=NC(=C(C1)Cl)N1N=CC=N1 5-chloro-N-(5-chloro-6-(2H-1,2,3-triazol-2-yl)pyridin-3-yl)-2,4'-difluoro-2'-(2-hydroxyethoxy)-[1,1'-biphenyl]-4-carboxamide